N-ethyl-malimide C(C)N1C(C(O)CC1=O)=O